CS(=O)(=O)C1=CC=C(C=C1)C(C1CCN(CC1)C(=O)OC(C)(C)C)C1=CC=CC=C1 (+)-tert-Butyl 4-[(4-methylsulfonylphenyl)-phenyl-methyl]piperidine-1-carboxylate